tert-butyl N-(4-{[6-(5-chloro-2-fluorophenyl)-3-(2-hydroxyethoxy)pyridazin-4-yl]amino}pyridin-2-yl)carbamate ClC=1C=CC(=C(C1)C1=CC(=C(N=N1)OCCO)NC1=CC(=NC=C1)NC(OC(C)(C)C)=O)F